6-(3,4-Dimethoxyphenyl)pyrazine-2-carbonitrile COC=1C=C(C=CC1OC)C1=CN=CC(=N1)C#N